diethyl ((3-bromo-5-hydroxy-7-(4,4,4-trifluorobutoxy)benzo[b]thiophen-2-yl)difluoromethyl)phosphonate BrC=1C2=C(SC1C(F)(F)P(OCC)(OCC)=O)C(=CC(=C2)O)OCCCC(F)(F)F